4-(4-isopropoxyphenoxy)-1-methoxy-2-nitrobenzene C(C)(C)OC1=CC=C(OC2=CC(=C(C=C2)OC)[N+](=O)[O-])C=C1